ClC1=CC(=C(N=N1)C(NC([2H])([2H])[2H])=O)NC=1C(=C(C=CC1)N1N=C2C(=C1)CN(C2)C(=O)[O-])OC 2-(3-((6-Chloro-3-(trideuteromethylcarbamoyl)pyridazin-4-yl)amino)-2-methoxyphenyl)-4,6-dihydropyrrolo[3,4-c]pyrazole-5(2H)-carboxylate